2-(6-{5-chloro-2-[(oxan-4-yl)amino]pyrimidin-4-yl}-1-oxo-2,3-dihydro-1H-isoindol-2-yl)-N-(3,3-difluoro-1-phenylpropyl)acetamide ClC=1C(=NC(=NC1)NC1CCOCC1)C1=CC=C2CN(C(C2=C1)=O)CC(=O)NC(CC(F)F)C1=CC=CC=C1